tetrahydro-2H-pyran-4-yl O-((((2R,3S,4R,5R)-5-(4-aminopyrrolo[2,1-f][1,2,4]triazin-7-yl)-5-cyano-3,4-dihydroxytetrahydrofuran-2-yl)methoxy)carbonyl)-N,N-dimethyl-L-threoninate NC1=NC=NN2C1=CC=C2[C@]2([C@@H]([C@@H]([C@H](O2)COC(=O)O[C@@H]([C@H](N(C)C)C(=O)OC2CCOCC2)C)O)O)C#N